C[Si](OCCCCC)(OCCCCC)C1=C(C=CC=C1)O methyl-(hydroxyphenyl)dipentoxysilane